S(SC1=C(C(=O)O)C=CC=C1)C1=C(C(=O)O)C=CC=C1 2,2'-disulfanediyldibenzoic acid